COC(=O)C1=CC2=C(OCCC(N2C)=O)C=C1 5-methyl-4-oxo-2,3,4,5-tetrahydrobenzo[b][1,4]oxazepin-7-carboxylic acid methyl ester